Difluorsilan F[SiH2]F